FC(S(=O)(=O)NCC1CN(CCC1)C(=O)OC(C)(C)C)(F)F TERT-BUTYL 3-(((TRIFLUOROMETHYL)SULFONAMIDO)METHYL)PIPERIDINE-1-CARBOXYLATE